FC1=C(C(=O)NC2=CC(=NC=C2)C(=O)N)C(=CC=C1C(F)(F)F)OC1=C(C=C(C=C1)OC(F)(F)F)OC 4-[[2-fluoro-6-[2-methoxy-4-(trifluoromethoxy)phenoxy]-3-(trifluoromethyl)benzoyl]amino]pyridine-2-carboxamide